4H-3,1-benzoxathionine S1COCCC=CC2=C1C=CC=C2